C(C1=CC=CC=C1)OC=1C=CC2=C(CC(NCC2)=O)C1 8-(benzyloxy)-1,3,4,5-tetrahydro-2H-benzo[d]azepin-2-one